tert-butyl (1R,5S)-3-(8-fluoro-7-(6-methylnaphthalen-1-yl)-2-(((S)-1-methylpyrrolidin-2-yl)methoxy)pyrido[4,3-d]pyrimidin-4-yl)-3,8-diazabicyclo[3.2.1]octane-8-carboxylate FC1=C(N=CC2=C1N=C(N=C2N2C[C@H]1CC[C@@H](C2)N1C(=O)OC(C)(C)C)OC[C@H]1N(CCC1)C)C1=CC=CC2=CC(=CC=C12)C